CC=1C=C(C=C(C1)C)NC1=NC=CC(=N1)C1=NN(C(=C1)C(=O)N[C@H](CO)CC)C 3-{2-[(3,5-dimethylphenyl)amino]pyrimidin-4-yl}-N-[(2S)-1-hydroxybutan-2-yl]-1-methyl-1H-pyrazole-5-carboxamide